C(#N)CC(C1CC1)N1C=C(C=2C1=NC=C(C2)C=2C(=NOC2C)C)C2=C(C=C(C(=O)O)C=C2)OC(F)(F)F 4-(1-(2-cyano-1-cyclopropylethyl)-5-(3,5-dimethylisoxazol-4-yl)-1H-pyrrolo[2,3-b]pyridin-3-yl)-3-(trifluoromethoxy)benzoic acid